((2-hydroxyethyl)sulfonyl)nicotinamide OCCS(=O)(=O)C1=C(C(=O)N)C=CC=N1